CC.[NH4+] ammonium ethane